5-(2-((S)-2-isopropyl-1,2,3,4-tetrahydrobenzo[b][1,8]naphthyridin-8-yl)ethyl)cyclopentane-1,2-diol C(C)(C)[C@@H]1CCC=2C=C3C(=NC2N1)C=C(C=C3)CCC3CCC(C3O)O